OCC1=C(C=CC=C1)OB(O)O hydroxymethylphenyl-boric acid